C1N(CC12CNC2)C=2C=C1C(N(C(C1=CC2)=O)C2C(NC(CC2)=O)=O)=O 5-(2,6-diazaspiro[3.3]hept-2-yl)-2-(2,6-dioxo-3-piperidinyl)-1H-isoindole-1,3(2H)-dione